tertiary butylaminodimethylsilane C(C)(C)(C)N[SiH](C)C